(5E)-5-[(3aS,4R,5R,6aS)-4-formyl-5-tetrahydropyran-2-yloxy-3,3a,4,5,6,6a-hexahydro-1H-pentalen-2-ylidene]Pentanoic Acid Methyl Ester COC(CCC/C=C/1\C[C@H]2C[C@H]([C@@H]([C@H]2C1)C=O)OC1OCCCC1)=O